1-(2-(pyrimidin-4-yl)nicotinoyl)-4-(4-(trifluoromethoxy)benzyl)piperidine-4-carbonitrile N1=CN=C(C=C1)C1=C(C(=O)N2CCC(CC2)(C#N)CC2=CC=C(C=C2)OC(F)(F)F)C=CC=N1